BrC=1C(=NC=C(C1)[N+]#[C-])N 3-BROMO-5-ISOCYANOPYRIDIN-2-AMINE